C[C@H]1OC([C@H](C[C@H]1NC(OC(C)(C)C)=O)C)=O tert-Butyl ((2R,3R,5S)-2,5-dimethyl-6-oxotetrahydro-2H-pyran-3-yl)carbamate